butyl N-[(3S,5S)-5-fluoro-1-(pyridin-3-yl)piperidin-3-yl]carbamate F[C@H]1C[C@@H](CN(C1)C=1C=NC=CC1)NC(OCCCC)=O